1-(2-(5-chloro-2-(((3R,4S)-3-fluoro-1-(methylsulfonyl)piperidin-4-yl)amino)pyrimidin-4-yl)thiazol-5-yl)-2-methylpropan-2-ol ClC=1C(=NC(=NC1)N[C@@H]1[C@@H](CN(CC1)S(=O)(=O)C)F)C=1SC(=CN1)CC(C)(O)C